NC1=CC(=C(C(=N1)C1=C(C=C2C(=NC(=NC2=C1F)OC[C@]12CCCN2C[C@@H](C1)F)N1CCC(CC1)C#N)Cl)C(F)(F)F)C 1-(7-(6-amino-4-methyl-3-(trifluoromethyl)pyridin-2-yl)-6-chloro-8-fluoro-2-(((2R,7aS)-2-fluorotetrahydro-1H-pyrrolizin-7a(5H)-yl)methoxy)quinazolin-4-yl)piperidine-4-carbonitrile